BrC=1C=CC(=C(C(=O)NC2=NC=C(C=C2)O)C1)C(F)(F)F 5-bromo-N-(5-hydroxypyridin-2-yl)-2-trifluoromethyl-benzamide